CC(CC(=O)OOC(C)(C)C)CC(C)(C)C tert-butyl 3,5,5-trimethylperoxyhexanoate